O1C=CC2=C1C1=CC=CC=C1C=1C=CC=CC21 furophenanthrene